CCCCCCCCCCCCCCCCCCCCCCCCCC(=O)N[C@@H](CO[C@@H]1[C@@H]([C@H]([C@H]([C@H](O1)CO)O)O)O[C@@H]2[C@@H]([C@H]([C@H]([C@H](O2)CO)O)O)O)[C@@H]([C@@H](CCCCCCCCCCCCCC)O)O The molecule is a glycophytoceramide having an alpha-D-Gal-(1->2)alpha-DGal glycosyl group at the O-1 position and a hexacosanoyl group attached to the nitrogen. It has a role as an antigen.